3-(6-bromo-5-cyclopropyl-1-oxoisoindolin-2-yl)piperidine-2,6-dione BrC1=C(C=C2CN(C(C2=C1)=O)C1C(NC(CC1)=O)=O)C1CC1